The molecule is a 2-oxo monocarboxylic acid anion that is the conjugate base of (3E)-3-[(1R,5R,6S)-5-hydroxy-7-oxabicyclo[4.1.0]heptan-2-ylidene]pyruvic acid, obtained by deprotonation of the carboxy group. It has a role as a bacterial metabolite. It is a conjugate base of a (3E)-3-[(1R,5R,6S)-5-hydroxy-7-oxabicyclo[4.1.0]heptan-2-ylidene]pyruvic acid. C1C/C(=C\\C(=O)C(=O)[O-])/[C@@H]2[C@H]([C@@H]1O)O2